C1(CC1)OC1=CC=C2C(=CC=C(C2=C1)CCNC(C)=O)F N-(2-(7-cyclopropyloxy-4-fluoronaphthalen-1-yl)ethyl)acetamide